FC1=CC=2N(C=C1)C(=CN2)C2=C1CNC(C1=C(C=C2)NC2=NC=C(C=C2)N2CC1CCC(C2)C1O)=O 4-(7-fluoroimidazo[1,2-a]pyridin-3-yl)-7-((5-(8-hydroxy-3-azabicyclo[3.2.1]octan-3-yl)pyridin-2-yl)amino)isoindolin-1-one